N1=CC=C(C=C1)/C=C/C1=NN(C2=CC(=CC=C12)C(=O)O)COCC[Si](C)(C)C (E)-3-(2-(pyridin-4-yl)vinyl)-1-((2-(trimethylsilyl)ethoxy)methyl)-1H-indazole-6-carboxylic acid